(1s,4s)-N-(tert-butyl)-1-(3-(2-(pyridin-4-yl)ethyl)-1,2,4-oxadiazol-5-yl)-2-azabicyclo[2.2.2]Octane-2-carboxamide C(C)(C)(C)NC(=O)N1C2(CCC(C1)CC2)C2=NC(=NO2)CCC2=CC=NC=C2